tert-butyl 5-(bis(tert-butoxycarbonyl) carbamoyl)-2-(1-(tetrahydro-2H-pyran-2-yl)-1H-pyrazol-5-yl)-4-((triisopropylsilyl) ethynyl)-1H-pyrrolo[2,3-b]pyridine-1-carboxylate C(C)(C)(C)OC(=O)N(C(=O)C=1C(=C2C(=NC1)N(C(=C2)C2=CC=NN2C2OCCCC2)C(=O)OC(C)(C)C)C#C[Si](C(C)C)(C(C)C)C(C)C)C(=O)OC(C)(C)C